C1(CC1)N1N=C(N=C1C(F)F)C=1C=CC(=NC1C)N[C@@H]1CN(CC1)C([C@H](C)C1=CC(=NC=C1F)OC)=O (2R)-1-[(3S)-3-({5-[1-Cyclopropyl-5-(difluoromethyl)-1H-1,2,4-triazol-3-yl]-6-methylpyridin-2-yl}amino)pyrrolidin-1-yl]-2-(5-fluoro-2-methoxypyridin-4-yl)propan-1-one